N(=C=O)CC1C(CCCC1)CN=C=O 1,2-diisocyanatomethyl-cyclohexane